benzyl (2S,4R)-4-hydroxypyrrolidine-2-carboxylate 4-methylbenzenesulfonate CC1=CC=C(C=C1)S(=O)(=O)O.O[C@@H]1C[C@H](NC1)C(=O)OCC1=CC=CC=C1